2-Chloro-N-{2-[4-(difluoromethyl)-1,3-thiazol-5-yl]-2-(4-{[4-(trifluoromethyl)pyrimidin-2-yl]oxy}piperidin-1-yl)ethyl}-6-fluorobenzamid ClC1=C(C(=O)NCC(N2CCC(CC2)OC2=NC=CC(=N2)C(F)(F)F)C2=C(N=CS2)C(F)F)C(=CC=C1)F